C1C=CCC=C1 cyclohex-2,5-diene